2-(Methylsulfanyl)-1-(2-(5-(4-propylphenyl)-1H-imidazol-2-yl)piperidin-1-yl)propan-1-one sodium [Na].CSC(C(=O)N1C(CCCC1)C=1NC(=CN1)C1=CC=C(C=C1)CCC)C